4-((5-(1-Propenylpiperidin-4-yl)-1,5-dihydro-1,4,5,6,8-pentaaza-acenaphthylen-3-yl)amino)-N-cyclohexylbenzamide C(=CC)N1CCC(CC1)N1N=C(C2=CNC=3N=CN=C1C32)NC3=CC=C(C(=O)NC2CCCCC2)C=C3